5-amino-6-[(2-chloro-5-fluorophenyl)carbonyl]-3-fluoro-2-methylindol-7-carbonitrile NC=1C=C2C(=C(NC2=C(C1C(=O)C1=C(C=CC(=C1)F)Cl)C#N)C)F